2,2,2-trichloroethyl (3-((tertbutyldimethylsilyl)oxy)-1,2,3,5,6,7-hexahydrodicyclopenta[b,e]pyridin-8-yl)carbamate C(C)(C)(C)[Si](OC1CCC=2C1=NC1=C(C2NC(OCC(Cl)(Cl)Cl)=O)CCC1)(C)C